C(=O)N Methanoamide